C1(CCCC1)C1=C2C(=NC=C1)SC(=C2)C2=NC(=NC=C2F)NC2=NC=C(C=C2)N2CCN(CC2)C 4-(4-Cyclopentylthieno[2,3-b]pyridin-2-yl)-5-fluoro-N-[5-(4-methylpiperazin-1-yl)pyridin-2-yl]pyrimidin-2-amine